NC(C(=O)NC(C(=O)O)CC(C)C)C(C)C 2-(2-amino-3-methyl-butyrylamino)-4-methyl-valeric acid